C(C)(=O)[C@@](C(=O)N=[N+]=[N-])(O)[C@@H](O)[C@H](O)[C@H](O)CO acetyl-azidoglucose